BrCCCCCCCCCC\C=C/CCO (3Z)-14-bromo-3-tetradecene-1-ol